FC1=C(CN2C(N(C(C3=CC=C(C=C23)C(=O)NCC2=C(C=C(C=C2F)F)F)C)C)=O)C=CC(=C1)OCCO 1-(2-fluoro-4-(2-hydroxyethoxy)benzyl)-3,4-dimethyl-2-oxo-N-(2,4,6-trifluorobenzyl)-1,2,3,4-tetrahydroquinazoline-7-carboxamide